N[C@@H](C(C)C)C(=O)N1CCC2(C[C@@H](NC2=O)CCN2CCN(CC2)C2=CC=C(C=C2)F)CC1 (R)-8-(L-valyl)-3-(2-(4-(4-fluorophenyl)piperazin-1-yl)ethyl)-2,8-diazaspiro[4.5]decan-1-one